methyl (2S)-2-[[(2S)-2-(tert-butoxy carbonylamino)-3-cyclopropyl-propanoyl]amino]-3-(5,5-dimethyl-2-oxo-pyrrolidin-3-yl)propanoate C(C)(C)(C)OC(=O)N[C@H](C(=O)N[C@H](C(=O)OC)CC1C(NC(C1)(C)C)=O)CC1CC1